2-(5-Cyano-2-((4-(((1,1,1,3,3,3-hexafluoropropan-2-yl)oxy)carbonyl)piperazin-1-yl)methyl)phenoxy)-2-methylpropanoic acid C(#N)C=1C=CC(=C(OC(C(=O)O)(C)C)C1)CN1CCN(CC1)C(=O)OC(C(F)(F)F)C(F)(F)F